C1=CC=CC2=CC=CC(=C12)NCCCC 8-naphthyl-butylamine